2-(2-fluorophenyl)-4,5-dihydroAzole FC1=C(C=CC=C1)C=1NCCC1